(S)-6-(4-(2-hydroxy-1-phenylethylamino)-5-(1,3,4-oxadiazol-2-yl)pyridin-2-ylamino)-2,2-dimethylbenzofuran-3(2H)-one OC[C@H](C1=CC=CC=C1)NC1=CC(=NC=C1C=1OC=NN1)NC1=CC2=C(C(C(O2)(C)C)=O)C=C1